Trans-N-(2-aminoethyl)-4-[[2-chloro-6-[4-[4-[(4R)-4-amino-2-oxo-pyrrolidin-1-yl]phenyl]sulfonylpiperazin-1-yl]-4-pyridyl]-difluoro-methyl]cyclohexanecarboxamide NCCNC(=O)[C@@H]1CC[C@H](CC1)C(F)(F)C1=CC(=NC(=C1)N1CCN(CC1)S(=O)(=O)C1=CC=C(C=C1)N1C(C[C@H](C1)N)=O)Cl